C(#N)CC(C(=O)O)CCCCCCCCC 2-Cyanomethyl-Undecanoic Acid